ClC=1C=C(CNC2=NC(=NC3=CC=C(C=C23)C=2C(=NOC2C)C)C(=O)NC=2C=NN(C2)C)C=CC1 ((3-chlorobenzyl)amino)-6-(3,5-dimethylisoxazol-4-yl)-N-(1-methyl-1H-Pyrazol-4-yl)quinazoline-2-carboxamide